CC1OC(CN(C1)C(CCN1N=C(C=C1)C1=CC(=C(C=C1)OC)O)=O)C 1-(2,6-dimethylmorpholino)-3-(3-(3-hydroxy-4-methoxyphenyl)-1H-pyrazol-1-yl)propan-1-one